ClC1=C(C(=O)O)C=CC(=C1)C1=NC(=CC=C1)C1(CC1)C#C 2-chloro-4-(6-(1-ethynylcyclopropyl)pyridin-2-yl)benzoic acid